(3R)-1-cyclopropylpiperidin-3-amine C1(CC1)N1C[C@@H](CCC1)N